tert-butyl (1r,5s,6s)-6-((1-(bicyclo[1.1.1]pent-1-yl)-5-(methoxycarbonyl)-2-oxo-1,2-dihydropyridin-4-yl) amino)-3-azabicyclo[3.1.0]hexane-3-carboxylate C12(CC(C1)C2)N2C(C=C(C(=C2)C(=O)OC)NC2[C@@H]1CN(C[C@H]21)C(=O)OC(C)(C)C)=O